ClC=1C=C(C=CC1)SC=1N=CC(=NC1)N1CCC2([C@@H](C=3N(N=CC3)C2)N)CC1 (S)-1-(5-((3-chlorophenyl)thio)pyrazin-2-yl)-4'H,6'H-spiro[piperidine-4,5'-pyrrolo[1,2-b]pyrazol]-4'-amine